2-butyl-8-chloro-2-methyl-4-(7-methylpyrazolo[1,5-a]pyrimidin-3-yl)-2H-benzo[e][1,3]oxazine C(CCC)C1(OC2=C(C(=N1)C=1C=NN3C1N=CC=C3C)C=CC=C2Cl)C